CN(CCNC(C1=CC=C(C=C1)NC1=CC(=CC=C1)OC)=O)C N-(2-Dimethylamino-ethyl)-4-(3-methoxy-phenylamino)-benzamide